CC1=CC=C(C=C1)S(=O)(=O)[O-].C1(CCCCC1)C[S+]=C1C(CCCC1)=O cyclohexylmethyl-(2-oxocyclohexylidene)sulfonium p-toluenesulfonate